ClC1=C(OCCCN2CC(C2)O)C=CC=C1C=1N(C2=NC=NC(=C2N1)OC1(CC1)C)CC1=NC=CC(=C1)C 1-(3-(2-chloro-3-(6-(1-methylcyclopropoxy)-9-((4-methylpyridin-2-yl)methyl)-9H-purin-8-yl)phenoxy)propyl)azetidin-3-ol